3-(diethylamino)propyl (R)-4-((3R,5R,8R,9S,10S,12S,13R,14S,17R)-3,12-dihydroxy-10,13-dimethylhexadecahydro-1H-cyclopenta[a]phenanthren-17-yl)pentanoate O[C@@H]1CC[C@@]2([C@H]3C[C@@H]([C@@]4([C@H](CC[C@H]4[C@@H]3CC[C@@H]2C1)[C@@H](CCC(=O)OCCCN(CC)CC)C)C)O)C